(S)-2-((4-(2-(4-chloro-2-fluorophenyl)-4-fluoro-2H-chromen-8-yl)piperidin-1-yl)methyl)-3-((1-(fluoromethyl)cyclopropyl)methyl)-3H-imidazo[4,5-b]pyridine-5-carboxylic acid ClC1=CC(=C(C=C1)[C@H]1OC2=C(C=CC=C2C(=C1)F)C1CCN(CC1)CC1=NC=2C(=NC(=CC2)C(=O)O)N1CC1(CC1)CF)F